4-chloro-5-((methyl-(phenylethyl)amino)methyl)pyridin-2(1H)-one ClC1=CC(NC=C1CN(CCC1=CC=CC=C1)C)=O